12-[4-(4-tert-butoxycarbonyl-3-cyclopentyl-phenyl)quinazolin-7-yl]oxododecanoic acid C(C)(C)(C)OC(=O)C1=C(C=C(C=C1)C1=NC=NC2=CC(=CC=C12)CCCCCCCCCCC(C(=O)O)=O)C1CCCC1